C(=S)(SC(C(=O)O)(C)C)SC(C(=O)O)(C)C 2,2'-[Carbonothioylbis(thio)]bis[2-methylpropanoic acid]